P(=O)(OC[C@H]1O[C@@]([C@@H]([C@@H]1O)O)(C#N)C1=CC=C2C(=NC=NN21)N)(OC[C@@H](COCCCCCCCCCCCCCCCCCC)OCC(C)C)O ((2R,3S,4R,5R)-5-(4-aminopyrrolo[2,1-f][1,2,4]triazin-7-yl)-5-cyano-3,4-dihydroxytetrahydrofuran-2-yl)methyl ((R)-2-isobutoxy-3-(octadecyloxy)propyl) hydrogen phosphate